C(CCCCCCCCCCCCCCCC)C1(OC[C@@H](O1)CCCN(C)C)CCCCCCCCCCCCCCCCC (S)-3-(2,2-diheptadecyl-1,3-dioxolan-4-yl)-N,N-dimethylpropan-1-amine